N1(N=NN=C1)C[C@H](C)OC1=C(C#N)C=CC(=C1)C=1C=NC(=NC1)NC=1C(=NN(C1)C1CCC(CC1)N1CCOCC1)OCCS(=O)(=O)C 2-(((S)-1-(1H-tetrazol-1-yl)propan-2-yl)oxy)-4-(2-((3-(2-(methylsulfonyl)ethoxy)-1-((1r,4r)-4-morpholinocyclohexyl)-1H-pyrazol-4-yl)amino)pyrimidin-5-yl)benzonitrile